4-(3-amino-4-methyl-1H-indazol-5-yl)-N-((1S,2R)-2-hydroxy-2-methylcyclopentyl)-3-methylbenzenesulfonamide NC1=NNC2=CC=C(C(=C12)C)C1=C(C=C(C=C1)S(=O)(=O)N[C@@H]1[C@](CCC1)(C)O)C